(S)-N-(1-cyclobutyl-6-(trifluoromethyl)-1H-benzo[d]imidazol-2-yl)-3-hydroxy-3-phenylbutanamide C1(CCC1)N1C(=NC2=C1C=C(C=C2)C(F)(F)F)NC(C[C@@](C)(C2=CC=CC=C2)O)=O